C(C)(C)C(C(=O)[O-])(C)[SH+]CCCC isopropylbutylsulfoniopropionate